rac-(3s,4s,5r)-3-benzyl-5-ethyl-1-(4-methoxybenzyl)-4-nitropyrrolidin-2-one C(C1=CC=CC=C1)[C@@H]1C(N([C@@H]([C@H]1[N+](=O)[O-])CC)CC1=CC=C(C=C1)OC)=O |r|